benzeneBoronate C1(=CC=CC=C1)B([O-])[O-]